1-(3-chlorophenyl)-N-((1R,2R,4S)-7-cyano-7-azabicyclo[2.2.1]heptan-2-yl)-4-piperidinecarboxamide ClC=1C=C(C=CC1)N1CCC(CC1)C(=O)N[C@H]1[C@H]2CC[C@@H](C1)N2C#N